(2-fluorophenyl)(methyl)((5-(5-(trifluoromethyl)-1,2,4-oxadiazol-3-yl)pyridin-2-yl)imino)-λ6-sulfanone FC1=C(C=CC=C1)S(=O)(=NC1=NC=C(C=C1)C1=NOC(=N1)C(F)(F)F)C